(1R,2S,5S)-N-((S)-1-amino-1-oxo-3-((R)-5-oxo-4-azaspiro[2.4]heptan-6-yl)propan-2-yl)-3-((S)-2-amino-3,3-dimethylbutanoyl)-6,6-dimethyl-3-azabicyclo[3.1.0]hexane-2-carboxamide NC([C@H](C[C@H]1C(NC2(CC2)C1)=O)NC(=O)[C@@H]1[C@H]2C([C@H]2CN1C([C@H](C(C)(C)C)N)=O)(C)C)=O